(RS)-2-(4-(1,1-difluoroethyl)-2,6-dimethylphenyl)-6-(1-hydroxyethyl)-2,5-dihydro-4H-pyrazolo[3,4-d]pyrimidin-4-one FC(C)(F)C1=CC(=C(C(=C1)C)N1N=C2N=C(NC(C2=C1)=O)[C@@H](C)O)C |r|